((6-chloro-4-(1-methyl-1H-pyrazol-4-yl)pyridin-2-yl)imino)dimethyl-λ6-thiocanone ClC1=CC(=CC(=N1)N=C1S(CCCCCC1)(=O)(C)C)C=1C=NN(C1)C